6-[2,6-difluoro-3-(5-fluoro-2-methylpyridine-3-sulfonamido)phenyl]-N-methylimidazo[1,5-a]pyridine-1-carboxamide FC1=C(C(=CC=C1NS(=O)(=O)C=1C(=NC=C(C1)F)C)F)C=1C=CC=2N(C1)C=NC2C(=O)NC